(2-butenyl)(methyl) (2-propynyl) phosphate P(=O)(OCCC=CC)(OCC#C)[O-]